C(C)N1C(=NC2=NC(=C(C=C21)C2=NN=NN2)OC)C(O)(C2=NC=CC=C2)C2=CC=CC=C2 [1-ethyl-5-methoxy-6-(1H-1,2,3,4-tetrazol-5-yl)-1H-imidazo[4,5-b]pyridin-2-yl](phenyl)(pyridin-2-yl)methanol